FC1(CC(C1)C1=NC(=NC=C1)OCC1=C(N=NN1C)C1=CC=C(C(=N1)C(F)(F)F)N1C[C@H](CCC1)CC(=O)OCC)F ethyl (R)-2-(1-(6-(5-(((4-(3,3-difluorocyclobutyl)pyrimidin-2-yl)oxy)methyl)-1-methyl-1H-1,2,3-triazol-4-yl)-2-(trifluoromethyl)pyridin-3-yl)piperidin-3-yl)acetate